FCC(C(CC(=O)O)NC(C(CC)N1C(C2=CC(=CC=C2C1)C1=CC=C(C=C1)C(F)(F)F)=O)=O)=O 5-fluoro-4-oxo-3-(2-(1-oxo-6-(4-(trifluoromethyl)phenyl)isoindolin-2-yl)butanamido)pentanoic acid